2-[4-(N-2-cyanoethylsulfamoyl) benzamido]Benzothiazol-6-yl acetate C(C)(=O)OC1=CC2=C(N=C(S2)NC(C2=CC=C(C=C2)S(NCCC#N)(=O)=O)=O)C=C1